N-(2-(2-((3-methoxyphenyl)selanyl)cyclohex-1-en-1-yl)ethyl)picolinamide COC=1C=C(C=CC1)[Se]C1=C(CCCC1)CCNC(C1=NC=CC=C1)=O